potassium hydrate tartrate C(=O)([O-])C(O)C(O)C(=O)[O-].O.[K+].[K+]